methyl (2R)-2-amino-3-phenylpropionate hydrochloride Cl.N[C@@H](C(=O)OC)CC1=CC=CC=C1